N[C@@H]1C2=CC=CC=C2CC12CCN(CC2)C=2NC(C1=C(N2)NN=C1C1(CC1)C1=C(C(=NC=C1)Cl)Cl)=O (S)-6-(1-amino-1,3-dihydrospiro[indene-2,4'-piperidine]-1'-yl)-3-(1-(2,3-dichloropyridin-4-yl)cyclopropyl)-1,5-dihydro-4H-pyrazolo[3,4-d]pyrimidin-4-one